C(C)(C)N1N=C(C=C1)C 1-isopropyl-3-methyl-1H-pyrazol